ClC1=NC(=CC=C1C(=O)O)N1N=C(C=C1)OCCC1(CC1)C(F)(F)F 2-Chloro-6-[3-[2-[1-(Trifluoromethyl)Cyclopropyl]Ethoxy]Pyrazol-1-yl]Pyridine-3-carboxylic Acid